ClC1=C(C(=CC=C1)F)NN 2-chloro-6-fluorophenylhydrazine